The molecule is a benzoate that is the conjugate base of methyl red, obtained by deprotonation of the carboxy group. It is a conjugate base of a methyl red. CN(C)C1=CC=C(C=C1)N=NC2=CC=CC=C2C(=O)[O-]